N-((S)-2-oxo-1-(prop-2-yn-1-yl)pyrrolidin-3-yl)acetamide O=C1N(CC[C@@H]1NC(C)=O)CC#C